1-[(3aR,5s,6aS)-2-acetyloctahydrocyclopenta[c]pyrrol-5-yl]-4-chloro-N-{5-[(2-fluorophenyl)ethynyl]-3-methylpyridin-2-yl}-1H-pyrazole-5-carboxamide C(C)(=O)N1C[C@@H]2[C@H](C1)CC(C2)N2N=CC(=C2C(=O)NC2=NC=C(C=C2C)C#CC2=C(C=CC=C2)F)Cl